1,3-diaminoguanidine hydrochloride Cl.NNC(=N)NN